[3-Ethyl-6-methoxy-5-(1H-tetrazol-5-yl)-pyrazolo[1,5-a]pyridin-2-yl]-bis-(2-fluoro-phenyl)-methanol C(C)C=1C(=NN2C1C=C(C(=C2)OC)C2=NN=NN2)C(O)(C2=C(C=CC=C2)F)C2=C(C=CC=C2)F